C(CCC)C(C(=O)OCCO)CC ethylene glycol butyl-ethyl-acetate